S1C=NC2=C1C=CC(=C2)NC2=CC=NC1=CC(=C(C=C21)P(C)(C)=O)OCCO (4-(benzo[d]thiazol-5-ylamino)-7-(2-hydroxyethoxy)quinolin-6-yl)dimethylphosphine oxide